Cl.C12CNCC(CC1)N2C(=O)[C@H]2[C@@H](C2)F (3,8-diazabicyclo[3.2.1]oct-8-yl)((1S,2R)-2-fluorocyclopropyl)methanone hydrochloride